cobalt-potassium phosphate P(=O)([O-])([O-])[O-].[K+].[Co+2]